C(C)OC(=O)C1CC12CCN(CC2)C2=C(C=C(C=C2F)Br)F.C(C)(C)C=2C(C1=CC=CC(=C1C2)C2=CC=C(C=C2)C(C)(C)C)[SiH3] (2-isopropyl-4-(4-(t-butyl)phenyl)-1H-inden-1-yl)silane ethyl-6-(4-bromo-2,6-difluoro-phenyl)-6-azaspiro[2.5]octan-2-carboxylate